C(C)OC(\C(=C(\C1=CC=CC=C1)/N)\C#N)=O.ClC1=C(N(N=C1CC)C)C(=O)NCC1=CC=C(C=C1)OC1=CC=C(C=C1)C 4-chloro-5-ethyl-2-methyl-N-[[4-(4-methylphenoxy)phenyl]methyl]pyrazole-3-carboxamide Ethyl-(2Z)-3-amino-2-cyano-3-phenylacrylat